C(C)(C)O[Ge](OC(C)C)(OC(C)C)OC(C)C tetraisopropoxygermanium(IV)